6-(hydroxymethyl)-2-methylbenzo[f]quinoxalin-3(4H)-one OCC=1C2=C(C=3N=C(C(NC3C1)=O)C)C=CC=C2